N-(4-fluoro-3-methylphenyl)-4-hydroxy-2',3'-dimethyl-4'-oxo-4',5',7',8'-tetrahydro-2'H-spiro[cyclohexane-1,6'-pyrrolo[3,4-c]azepine]-1'-carboxamide FC1=C(C=C(C=C1)NC(=O)C=1N(C(=C2C(NC3(CCC21)CCC(CC3)O)=O)C)C)C